C(C)(C)(C)OC(NC1CCN(CC1)CC1=CC=C(C=C1)N1C(=NC=2C1=NC(=CC2)C2=CC(=CC=C2)NC(C)=O)C=2C(=NC=CC2)N)=O.BrC2=C(N=C(S2)COC2=NC=CC=C2)C 5-bromo-4-methyl-2-(2-pyridyloxymethyl)thiazole tert-Butyl-N-[1-[[4-[5-(3-acetamidophenyl)-2-(2-amino-3-pyridyl)imidazo[4,5-b]pyridin-3-yl]phenyl]methyl]-4-piperidyl]carbamate